C(C)(C)(C)C1(C(NC(N1)=O)=O)C=1C=NC(=CC1)C 5-tert-butyl-5-(6-methylpyridin-3-yl)imidazoline-2,4-dione